(S)-2,4-diamino-6-((1-(4-chloro-1-(1H-pyrazol-4-yl)-1H-pyrrolo[2,3-b]pyridin-3-yl)ethyl)amino)pyrimidine-5-carbonitrile NC1=NC(=C(C(=N1)N)C#N)N[C@@H](C)C1=CN(C2=NC=CC(=C21)Cl)C=2C=NNC2